NC1=NNC(C2=C1N(N=C2C2C(CCC2)(F)F)C2=CC=C(CNC(C1=C(C=CC(=C1)F)OC)=O)C=C2)=O N-(4-(7-amino-3-(2,2-difluorocyclopentyl)-4-oxo-4,5-dihydro-1H-pyrazolo[3,4-d]pyridazin-1-yl)benzyl)-5-fluoro-2-methoxybenzamide